N-methyl-3-[p-(2-{(1R,4R,5R,8R)-8-hydroxy-2,6-dioxabicyclo[3.3.0]oct-4-yloxy}-6-chloro-1H-1,3,4-triazainden-5-yl)phenoxy]propionamide CNC(CCOC1=CC=C(C=C1)C=1N=C2N=C(NC2=CC1Cl)O[C@@H]1CO[C@@H]2[C@@H](CO[C@H]12)O)=O